acryloxyethoxyphthalate C(C=C)(=O)OCCOC1=C(C(C(=O)[O-])=CC=C1)C(=O)[O-]